O[C@@H]1C=C[C@@H](C1)NC(OC(C)(C)C)=O tert-butyl ((1R,4S)-4-hydroxycyclopent-2-en-1-yl)carbamate